3-(5-chloropyrimidin-2-ylamino)-2-(4-(trifluoromethyl)-1H-pyrazol-1-yl)benzonitrile ClC=1C=NC(=NC1)NC=1C(=C(C#N)C=CC1)N1N=CC(=C1)C(F)(F)F